N1=CC(=CC=C1)C=1C=NN2C1N=C(C=C2)N2CCNCC2 4-(3-(pyridin-3-yl)pyrazolo[1,5-a]pyrimidin-5-yl)piperazine